4-(3-(4-(2,3-Dichlorophenyl)piperazin-1-yl)propyl)-4-hydroxy-N,N-dimethylpiperidine-1-carboxamide ClC1=C(C=CC=C1Cl)N1CCN(CC1)CCCC1(CCN(CC1)C(=O)N(C)C)O